4-(hydroxymethyl)-1-methylpiperidin-2-one OCC1CC(N(CC1)C)=O